(+/-)-trans-3-((6-(4-(tert-butyl)phenyl)-2-chloro-pyrimidin-4-yl)amino)bicyclo[2.2.2]Octane-2-carboxylic acid methyl ester COC(=O)C1C2CCC(C1NC1=NC(=NC(=C1)C1=CC=C(C=C1)C(C)(C)C)Cl)CC2